(R)-4-(2-(1H-pyrrolo[2,3-b]pyridin-4-yl)-6-(trifluoromethyl)pyrimidin-4-yl)-3-methylmorpholine N1C=CC=2C1=NC=CC2C2=NC(=CC(=N2)N2[C@@H](COCC2)C)C(F)(F)F